2-amino-6-borono-2-(2-(1-(3,4-dichlorobenzyl)piperidin-3-yl)ethyl)hexanoic acid NC(C(=O)O)(CCCCB(O)O)CCC1CN(CCC1)CC1=CC(=C(C=C1)Cl)Cl